1,1'-biphenyl-4,4'-dicarbonyldichloride C1(=CC=C(C=C1)C(=O)Cl)C1=CC=C(C=C1)C(=O)Cl